COC=1C=C(C=C(C1OC)OC)C1=CC(=CC=C1)C(=O)O 3',4',5'-trimethoxy-[1,1'-biphenyl]-3-carboxylic acid